(2-hydroxy-2,3-dihydro-1H-inden-4-yl)-6-methoxy-1H-pyrazolo[4,3-b]pyridine-1-carboxylic acid tert-butyl ester C(C)(C)(C)OC(=O)N1N=C(C2=NC=C(C=C21)OC)C2=C1CC(CC1=CC=C2)O